C(#N)C=1C(=C2C(=NC1)NC=C2)N[C@@H]2CN(C[C@@H]2CC)C(=O)NCC(C)(C)C (cis)-3-((5-cyano-1H-pyrrolo[2,3-b]pyridin-4-yl)amino)-4-ethyl-N-neopentyl-pyrrolidine-1-carboxamide